C1(CC1)C=1C=C(C=NC1)[C@@H]1OCC[C@H]1NC(N([C@@H](C)C1=CC=NC=C1)C)=O 3-[(2S,3R)-2-(5-cyclopropyl-3-pyridyl)tetrahydrofuran-3-yl]-1-methyl-1-[(1S)-1-(4-pyridyl)ethyl]urea